allyl 3-((cis)-6,6-difluorohexahydropyrrolo[3,2-b]pyrrol-1(2H)-yl)-2,2-dimethylpropionate hydrochloride Cl.FC1(CN[C@@H]2[C@H]1N(CC2)CC(C(=O)OCC=C)(C)C)F